ethyl (S)-1-(4-methoxybenzyl)-2-oxo-3-vinylpyrrolidine-3-carboxylate COC1=CC=C(CN2C([C@@](CC2)(C(=O)OCC)C=C)=O)C=C1